7-chloro-N-(1-isopropylpyrrolidin-3-yl)-N-methyl-1H-indole-2-carboxamide ClC=1C=CC=C2C=C(NC12)C(=O)N(C)C1CN(CC1)C(C)C